FC(CN1C(=NC2=C1C=C(C=C2F)C=2C=CN1N=C(N=C(C12)OC)N[C@@H]1[C@@H](CN(CC1)C1(COC1)C#N)F)C)F 3-((3R,4S)-4-((5-(1-(2,2-difluoroethyl)-4-fluoro-2-methyl-1H-benzo[d]imidazol-6-yl)-4-methoxypyrrolo[2,1-f][1,2,4]triazin-2-yl)amino)-3-fluoropiperidin-1-yl)oxetan-3-carbonitrile